CC(CC(C)=O)(C)OOC(C)(C)CC 4-methyl-4-(tert-pentylperoxy)-2-pentanone